CC1([C@H]([C@@H]1C1=CC=C(C=C1)SC)C1=NC(=NO1)C1=CC=CC=C1)C 5-(trans-2,2-dimethyl-3-(4-(methylthio)phenyl)cyclopropyl)-3-phenyl-1,2,4-oxadiazole